N(C1=CC=CC=C1)C1=CC=2C3(C4=CC=C(C=C4OC2C=C1C)N(CCCC)CCCC)OC(C1=C3C=CC=C1)=O 2'-anilino-6'-(dibutylamino)-3'-methyl-3H-spiro[2-benzofuran-1,9'-xanthene]-3-one